(R)-4-chloro-5-(3-((4-(3,5-dimethyl-1-((3-methyloxetan-3-yl)methyl)-1H-pyrazol-4-yl)pyridin-2-yl)oxy)pyrrolidin-1-yl)-2-(2-hydroxyethyl)pyridazin-3(2H)-one ClC=1C(N(N=CC1N1C[C@@H](CC1)OC1=NC=CC(=C1)C=1C(=NN(C1C)CC1(COC1)C)C)CCO)=O